CC=1C(=C(C(=C(C(=O)O)C1)OC)OC)OC.C(C)(C)(C)N1N=CC(=C1)NC1=NC=CC(=N1)NCC1=C(C=CC=C1)OC 2-((1-tert-butyl-1H-pyrazol-4-yl)amino)-4-((2-methoxybenzyl)amino)pyrimidin methyl-trimethoxybenzoate